(S)-2-(2-chloro-4-(6-((5-ethoxy-1,3,4-thiadiazol-2-yl)methoxy)-5-fluoropyridin-2-yl)-5-methylbenzyl)-1-(4,4-dimethyltetrahydrofuran-3-yl)-1H-benzo[d]imidazole-6-carboxylic acid ClC1=C(CC2=NC3=C(N2[C@@H]2COCC2(C)C)C=C(C=C3)C(=O)O)C=C(C(=C1)C1=NC(=C(C=C1)F)OCC=1SC(=NN1)OCC)C